3,4-di(benzenesulfonyl)-1,2,5-oxadiazole C1(=CC=CC=C1)S(=O)(=O)C1=NON=C1S(=O)(=O)C1=CC=CC=C1